(3-methyloxetan-3-yl) 4-[3-(2-fluoro-3-pyridyl)pyrazolo[1,5-a]pyrimidin-5-yl]piperazine-1-carboxylate FC1=NC=CC=C1C=1C=NN2C1N=C(C=C2)N2CCN(CC2)C(=O)OC2(COC2)C